5-((1S)-1-(8-(1-(benzyloxy)ethyl)-6-chloro-1,1-dioxidobenzo[e][1,4,3]oxathiazin-2(3H)-yl)-2-(6-fluoro-2,3-dimethylphenyl)propyl)-1,3,4-oxadiazol-2(3H)-one C(C1=CC=CC=C1)OC(C)C1=CC(=CC2=C1S(N(CO2)[C@@H](C(C)C2=C(C(=CC=C2F)C)C)C2=NNC(O2)=O)(=O)=O)Cl